IC=1C=NN(C1)C1=NC=CC(=C1)C1(COC1)OC 2-(4-iodo-1H-pyrazol-1-yl)-4-(3-methoxyoxetan-3-yl)pyridine